1-((dimethylamino)methoxy)-2-hydroxypyridinium tetrafluoroborate F[B-](F)(F)F.CN(C)CO[N+]1=C(C=CC=C1)O